FC1=C(C=C(C(=C1)OC1=CC=NC2=CC(=C(C=C12)OC)OCCNC)F)NC(=O)C=1C=NC=CC1OC N-[2,5-difluoro-4-({6-methoxy-7-[2-(methylamino)ethoxy]quinolin-4-yl}oxy)phenyl]-4-methoxypyridine-3-carboxamide